N1N=CC(=C1)C1=CC=C(C=C1)C(=O)C1=CC(=NC=C1)N1CCC(CC1)N (4-(1H-pyrazol-4-yl)phenyl)(2-(4-aminopiperidin-1-yl)pyridin-4-yl)meth-anone